4-((2,3,4,5-tetrahydro-1H-benzo[b]azepin-1-yl)methyl)-2-fluoro-N-hydroxybenzamide N1(C2=C(CCCC1)C=CC=C2)CC2=CC(=C(C(=O)NO)C=C2)F